5,6,7,8-tetrahydroquinolin-5-amine N1=CC=CC=2C(CCCC12)N